6-chloro-1-methyl-4-methyleneisochromane ClC=1C=C2C(COC(C2=CC1)C)=C